O[C@@H]1C[C@@H](C[C@@H]1OC(C)C)C(=O)O (1S,3R,4S)-3-hydroxy-4-isopropoxycyclopentane-1-carboxylic acid